7-chloro-N-[5-(2,2-difluoroethoxy)-3-fluoro-6-methoxypyridin-2-yl]-6-(difluoromethyl)-1H-indole-3-sulfonamide ClC=1C(=CC=C2C(=CNC12)S(=O)(=O)NC1=NC(=C(C=C1F)OCC(F)F)OC)C(F)F